1-[(4-{[(1H-benzimidazol-2-yl)methyl]amino}-8-bromopyrazolo[1,5-a][1,3,5]triazin-2-yl)(methyl)amino]-2-methylpropan-2-ol N1C(=NC2=C1C=CC=C2)CNC2=NC(=NC=1N2N=CC1Br)N(CC(C)(O)C)C